1'-(3-(8-fluoro-5-methyl-1-oxo-1,2-dihydroisoquinolin-3-yl)propyl)-1',2',3',6'-tetrahydro-[2,4'-bipyridine]-5-carbonitrile FC=1C=CC(=C2C=C(NC(C12)=O)CCCN1CCC(=CC1)C1=NC=C(C=C1)C#N)C